C(P(=O)(O)[O-])(P(=O)(O)[O-])(Cl)Cl The molecule is the dianion resulting from the removal of two protons from clondronic acid. It is a conjugate base of a clodronic acid.